(3-amino-4,5,6,7-tetrahydro-pyrazolo[3,4-c]pyridin-2-yl)(1,2,3,4-tetrahydro-quinolin-4-yl)methanone NC=1N(N=C2CNCCC21)C(=O)C2CCNC1=CC=CC=C21